NC1(CC1)C1=NNC(=N1)C1CC2(CN(C2)C(=O)N2CC3(C2)CC(C3)CC3=CC=C(C=C3)S(=O)(=N)C(F)(F)F)C1 [6-[3-(1-aminocyclopropyl)-1H-1,2,4-triazol-5-yl]-2-azaspiro[3.3]heptan-2-yl]-[6-[[4-(trifluoromethyl-sulfonimidoyl)phenyl]methyl]-2-azaspiro[3.3]heptan-2-yl]methanone